2-chloro-N,N-diethyl-4-(7-((3-(piperidin-1-yl)propyl)amino)thieno[3,2-b]pyridin-5-yl)benzamide ClC1=C(C(=O)N(CC)CC)C=CC(=C1)C1=CC(=C2C(=N1)C=CS2)NCCCN2CCCCC2